1-(6-bromo-5-fluoro-3-pyridyl)triazole-4-carboxylic acid BrC1=C(C=C(C=N1)N1N=NC(=C1)C(=O)O)F